N-{[4-({3-[cyclobutyl(cyclopropyl)amino]propyl}amino)-3-nitrophenyl]sulfonyl}-2-(1H-pyrrolo[2,3-b]pyridin-5-yloxy)benzamide C1(CCC1)N(CCCNC1=C(C=C(C=C1)S(=O)(=O)NC(C1=C(C=CC=C1)OC=1C=C2C(=NC1)NC=C2)=O)[N+](=O)[O-])C2CC2